C(C)OC([C@H](CNC(=O)C1CN(C1)CCCC1=CC=C2CCCN(C2=N1)C(=O)OC(C)(C)C)NS(=O)(=O)C1=C(C=C(C=C1C)C)C)=O (S)-tert-Butyl 7-(3-(3-((3-ethoxy-3-oxo-2-(2,4,6-trimethylphenylsulfonamido)propyl)carbamoyl)azetidin-1-yl)propyl)-3,4-dihydro-1,8-naphthyridine-1(2H)-carboxylate